N-(prop-2-yn-1-yl)-1,3,4-oxadiazole-2-carboxamide C(C#C)NC(=O)C=1OC=NN1